NC1=CC=C(OCCNC(OC(C)(C)C)=O)C=C1 tert-butyl (2-(4-aminophenoxy)ethyl)carbamate